CC(C)(OC(NCCOCCOCCC(=O)OCC)=O)C ethyl 2,2-dimethyl-4-oxo-3,8,11-trioxa-5-azatetradecan-14-oate